FC(S(=O)(=O)OC1=CCC2(C(N(CC(N2CC)=C=O)[C@@H](C)C=2C=NC(=CC2)N2N=CC(=C2)F)=C=O)CC1)(F)F 1-Ethyl-4-((S)-1-(6-(4-fluoro-1H-pyrazol-1-yl) pyridin-3-yl) ethyl)-2,5-dicarbonyl-1,4-diazaspiro[5.5]undec-8-en-9-yl trifluoromethanesulfonate